(isopropyl-cyclopentadienyl)tris(diethylamino)hafnium C(C)(C)C1(C=CC=C1)[Hf](N(CC)CC)(N(CC)CC)N(CC)CC